methyl (E)-1-(cyclopropylmethyl)-7-(3-((methylsulfonyl) oxy) prop-1-en-1-yl)-1H-indole-2-carboxylate C1(CC1)CN1C(=CC2=CC=CC(=C12)\C=C\COS(=O)(=O)C)C(=O)OC